C(C)(C)(C)OC(=O)N1C[C@@H](N(CC1)CC1CCN(CC1)C=1C=CC=C2C(=NN(C12)C)C=1C(=NC(=CC1)OCC1=CC=CC=C1)OCC1=CC=CC=C1)CO tert-butyl-(R)-4-((1-(3-(2,6-bis(benzyloxy)pyridin-3-yl)-1-methyl-1H-indazol-7-yl)piperidin-4-yl)methyl)-3-(hydroxymethyl)piperazine-1-carboxylate